FC(\C(\C=1OC2=C(C1C)C=CC=C2F)=N\O)(F)F (E)-N-[2,2,2-trifluoro-1-(7-fluoro-3-methyl-1-benzofuran-2-yl)ethylidene]hydroxylamine